ClC=1C(=C(OC=2N=NC(=CC2C2=NOCC(N2)CC2=C(C=CC(=C2)C)C)C)C=CC1)F 3-[3-(3-chloro-2-fluorophenoxy)-6-methylpyridazin-4-yl]-5-(2,5-dimethylbenzyl)-5,6-dihydro-4H-1,2,4-oxadiazine